2-(4-fluorophenoxy)-1-(2-(3-propyl-3,8-diazabicyclo[3.2.1]octan-8-yl)-6,7-dihydrothiazolo[5,4-c]pyridin-5(4H)-yl)ethan-1-one FC1=CC=C(OCC(=O)N2CC3=C(CC2)N=C(S3)N3C2CN(CC3CC2)CCC)C=C1